C1(CCC1)N1C2CC(CC1CC2)N2CCC(CC2)C=2C=C(C=1N(C2)C=C(N1)C1=CC=C(C=C1)S(=O)(=O)C)C 6-(1-(8-cyclobutyl-8-azabicyclo[3.2.1]octan-3-yl)piperidin-4-yl)-8-methyl-2-(4-(methylsulfonyl)phenyl)imidazo[1,2-a]pyridine